CC1(CC(NC1)C1=CC=CC=C1)C 4,4-dimethyl-2-phenylpyrrolidin